octyl α-trimethylsilylpropionate C[Si](C(C(=O)OCCCCCCCC)C)(C)C